C[NH+]1C(N(C(C=C1)C)C)=O 1,2-dihydro-1,3,4-trimethyl-2-oxo-pyrimidinium